NC1=NC=CC=C1C1=NC=2C(=NC(=CC2)C2=CC(=CC=C2)F)N1C1=CC=C(CN2CCC(CC2)NC2=NC(=NC=C2)C#N)C=C1 4-((1-(4-(2-(2-Aminopyridin-3-yl)-5-(3-fluorophenyl)-3H-imidazo[4,5-b]pyridin-3-yl)benzyl)piperidin-4-yl)amino)pyrimidine-2-carbonitrile